tert-Butyl 3-(methoxy(methyl)carbamoyl)pyrrolidine-1-carboxylate CON(C(=O)C1CN(CC1)C(=O)OC(C)(C)C)C